N=1C(N=CC=2C1N=C1C2C=CC=N1)=O pyrido(3',2':4,5)pyrrolo(2,3-d)pyrimidine-2-one